2-(thiazol-2-yl)pyrimidine-4,6-diol S1C(=NC=C1)C1=NC(=CC(=N1)O)O